FC(C1=CC=C(CNC2=C(C3=C(COCC3)S2)C(=O)N[C@@H](C)C2=CC=C(C(=O)O)C=C2)C=C1)(F)F (S)-4-(1-(2-((4-(trifluoromethyl)benzyl)amino)-5,7-dihydro-4H-thieno[2,3-c]pyran-3-carboxamido)ethyl)benzoic acid